methyl 4-[6-[2-(dimethylamino)ethylamino]-4-methyl-1-oxo-isoindolin-2-yl]cyclohexanecarboxylate CN(CCNC1=CC(=C2CN(C(C2=C1)=O)C1CCC(CC1)C(=O)OC)C)C